hydroxy-7-(4-(morpholine-4-carbonyl)phenyl)-2-phenyl-4H-chromen-4-one OC1=C(OC2=CC(=CC=C2C1=O)C1=CC=C(C=C1)C(=O)N1CCOCC1)C1=CC=CC=C1